ClC=1NC(C2=C(N1)N(C=C2I)COCC[Si](C)(C)C)=O 2-chloro-5-iodo-7-((2-(trimethylsilyl)ethoxy)methyl)-3,7-dihydro-4H-pyrrolo[2,3-d]pyrimidin-4-one